C(CCCCCCCC)(=O)OC1=CC=C(C=C1)CC(=O)OCCC1CCNCC1 4-(2-(2-(4-(nonanoyloxy)phenyl)acetoxy)ethyl)piperidin